C1C[C@H](NC1)C(C2=CC=CC=C2)(C3=CC=CC=C3)O (S)-(-)-α,α-diphenylprolinol